[Si](C)(C)(C(C)(C)C)OCC1=NC=C(C(=C1)C(=O)O)Cl 2-{[(tert-butyldimethylsilyl)oxy]methyl}-5-chloropyridine-4-carboxylic acid